C(C)(C)(C)[Si](C1=CC=CC=C1)(C1=CC=CC=C1)OCC1CCC(CC1)C#C tert-Butyl-[(4-ethynylcyclohexyl)methoxy]-diphenyl-silane